tert-butyl 3-(4-(3,5-difluoro-2-(trifluoromethyl) phenyl) piperidin-1-carbonyl)-1,4,6,7-tetrahydro-5H-pyrazolo[4,3-c]pyridin-5-carboxylate FC=1C(=C(C=C(C1)F)C1CCN(CC1)C(=O)C1=NNC2=C1CN(CC2)C(=O)OC(C)(C)C)C(F)(F)F